BrC=1C=C(C=C(C1)C(C)(C)C)[C@H](CC(=O)OC)CN1CC2(C1)C(CN(CC2)CC2=NC=1NCCCC1C=C2)F methyl (3S)-3-(3-bromo-5-(tert-butyl)phenyl)-4-(5-fluoro-7-((5,6,7,8-tetrahydro-1,8-naphthyridin-2-yl)methyl)-2,7-diazaspiro[3.5]nonan-2-yl)butanoate